2,5-bis-(tribromomethyl)-1,3,4-thiadiazole BrC(C=1SC(=NN1)C(Br)(Br)Br)(Br)Br